((S)-1-(((S)-4-(ethylamino)-3,4-dioxo-1-((R)-2-oxopyrrolidin-3-yl)butan-2-yl)amino)-1-oxohexan-2-yl)carbamic acid 2,2-difluoro-2-(3-fluorophenyl)-1-phenylethyl ester FC(C(C1=CC=CC=C1)OC(N[C@H](C(=O)N[C@@H](C[C@@H]1C(NCC1)=O)C(C(=O)NCC)=O)CCCC)=O)(C1=CC(=CC=C1)F)F